1-(2',5'-dichloro-4'-sulfophenyl)-3-methyl-5-pyrazolone ClC1=C(C=C(C(=C1)S(=O)(=O)O)Cl)N1N=C(CC1=O)C